methyl (S)-2-amino-3-(3-hydroxyphenyl)propanoate hydrochloride Cl.N[C@H](C(=O)OC)CC1=CC(=CC=C1)O